N1,N1-dimethyl-N3-(3-(piperidin-1-yl)phenyl)benzene-1,3-disulfonamide CN(S(=O)(=O)C1=CC(=CC=C1)S(=O)(=O)NC1=CC(=CC=C1)N1CCCCC1)C